4-Amino-3-(1H-pyrrolo[2,3-b]pyridin-2-yl)pyrazolo[3,4-d]pyrimidin NC1=C2C(=NC=N1)NN=C2C2=CC=1C(=NC=CC1)N2